CN(C(C(F)(F)F)=O)[Si](C)(C)C N-methyl-N-tri-methylsilyltrifluoroacetamide